tin zinc cobalt [Co].[Zn].[Sn]